3-[4-[4-(3,3-difluoro-4-piperidyl)piperazin-1-yl]-3-fluoro-N-methyl-anilino]piperidine-2,6-dione FC1(CNCCC1N1CCN(CC1)C1=C(C=C(N(C)C2C(NC(CC2)=O)=O)C=C1)F)F